FC(C1=CC=C(C=C1)N1C=2N(CC(C1)CC(=O)O)N=CC2)(F)F 2-(4-(4-(trifluoromethyl)phenyl)-4,5,6,7-tetrahydropyrazolo[1,5-a]pyrimidin-6-yl)acetic acid